3-methyl-5-oxospiro[7H-cyclopenta[c]pyridine-6,4'-piperidine]-1'-carboxylic acid tert-butyl ester C(C)(C)(C)OC(=O)N1CCC2(CC1)C(C1=C(C=NC(=C1)C)C2)=O